3-chloro-N-[(1R)-1-(2-chlorophenyl)ethyl]-6-[6-(dimethylphosphoryl)pyridin-3-yl]-7-fluoro-2-methyl-1,5-naphthyridin-4-amine ClC=1C(=NC2=CC(=C(N=C2C1N[C@H](C)C1=C(C=CC=C1)Cl)C=1C=NC(=CC1)P(=O)(C)C)F)C